N1C(=NC2=C1C=CC=C2)C(N2C(C1=CC(=CC=C1C2)C2=CC=C(C=C2)N2CCOCC2)=O)C2=C(C=CC(=C2)Cl)O 2-((1H-benzo[d]imidazol-2-yl)(5-chloro-2-hydroxyphenyl)methyl)-6-(4-morpholinophenyl)isoindolin-1-one